C1=CC(=CC=C1NC(=O)CC#N)F 2-cyano-N-(4-fluorophenyl)acetamide